O=C(CN(C(C(C)(C)C)=O)CC1=C(C=CC=C1)CN1CCNCC1)NC=1C=C2CC3(C(NC4=NC=CC=C43)=O)CC2=CC1 N-(2-Oxo-2-((2'-oxo-1,1',2',3-tetrahydrospiro[indene-2,3'-pyrrolo[2,3-b]pyridine]-5-yl)amino)ethyl)-N-(2-(piperazin-1-ylmethyl)benzyl)pivalamide